[1-[2-[3,5-bis(trifluoromethyl)pyrazol-1-yl]acetyl]-4-piperidyl]-N-tetralin-1-yl-pyridine FC(C1=NN(C(=C1)C(F)(F)F)CC(=O)N1CCC(CC1)C1N(C=CC=C1)C1CCCC2=CC=CC=C12)(F)F